3-(aminomethyl)-1-isopropyl-5-[6-(trifluoromethyl)-3-pyridyl]pyridin-2-one NCC=1C(N(C=C(C1)C=1C=NC(=CC1)C(F)(F)F)C(C)C)=O